OC1=C(C2=CC=CC=C2C=C1)CC(=O)N1CCN(CC1)C 2-(2-hydroxynaphthalen-1-yl)-1-(4-methylpiperazin-1-yl)ethanone